N1CNCCCCC1 1,3-diazacyclooctane